(2S)-2-(tert-butoxycarbonylamino)-3-[3-(4,4,5,5-tetramethyl-1,3,2-dioxaborolan-2-yl)-5-triisopropylsilyloxy-phenyl]propanoic acid C(C)(C)(C)OC(=O)N[C@H](C(=O)O)CC1=CC(=CC(=C1)O[Si](C(C)C)(C(C)C)C(C)C)B1OC(C(O1)(C)C)(C)C